C(C)N1N=CC=C1C(=O)N[C@H](C(=O)NC1=C(C=C(C=C1)[C@@H]([C@H](C(=O)OC)NC(CC)=O)C)F)C1CCC(CC1)C methyl (2R,3S)-3-(4-((S)-2-(1-ethyl-1H-pyrazole-5-carboxamido)-2-((1r,4S)-4-methylcyclohexyl) acetamido)-3-fluorophenyl)-2-propionamidobutanoate